C(C)OC(C(C(=O)OCC)=CNC1=NC(=CC=C1)OC)=O 2-(((6-methoxypyridin-2-yl)amino)methylene)malonic acid 1,3-diethyl ester